N-[Dimethyl(oxo)-λ6-sulfanylidene]-2-[[4-[4-(4-pyridyl)-1-(2,2,2-trifluoroethyl)pyrazol-3-yl]phenoxy]methyl]quinoline-4-carboxamide CS(=NC(=O)C1=CC(=NC2=CC=CC=C12)COC1=CC=C(C=C1)C1=NN(C=C1C1=CC=NC=C1)CC(F)(F)F)(=O)C